(1H)-pyrimidinone N1C(N=CC=C1)=O